COC(=O)C=1C=C(CCC2N(CC2)C(=O)OC(C)(C)C)C=CC1C tert-Butyl 2-(3-(methoxycarbonyl)-4-methylphenethyl)azetidine-1-carboxylate